CC1=NN(C(=C1)C)C1=CC=C(C(=NO)N)C=C1 4-(3,5-dimethylpyrazol-1-yl)-N'-hydroxy-benzamidine